2,5-di(5-tert-butyl-2-benzoxazolyl)thiophene C(C)(C)(C)C=1C=CC2=C(N=C(O2)C=2SC(=CC2)C=2OC3=C(N2)C=C(C=C3)C(C)(C)C)C1